6-methoxy-3-((2-(6-methoxypyridin-3-yl)-3-methyl-2,3-dihydrobenzo[b][1,4]dioxin-6-yl)methyl)-3H-imidazo[4,5-b]pyridine COC=1C=C2C(=NC1)N(C=N2)CC2=CC1=C(OC(C(O1)C)C=1C=NC(=CC1)OC)C=C2